7-chloro-9-(4-{[2-(trifluoromethyl)pyridin-4-yl]oxy}phenyl)-3,4-dihydropyrido[2,1-c][1,2,4]thiadiazine 2,2-dioxide ClC=1C=C(C2=NS(CCN2C1)(=O)=O)C1=CC=C(C=C1)OC1=CC(=NC=C1)C(F)(F)F